6-cyclopropyl-2-methyl-2,7-naphthyridin-1-one C1(CC1)C=1C=C2C=CN(C(C2=CN1)=O)C